1-(5',7'-dihydro-spiro[cyclopropane-1,4'-thieno[2,3-c]pyran]-7'-yl)cyclopropylamine S1C=CC2=C1C(OCC21CC1)C1(CC1)N